6-(3-(4-Cyclopropylphenyl)-2-methylpropyl)-2-thia-6-azaspiro[3.4]octane 2,2-dioxide C1(CC1)C1=CC=C(C=C1)CC(CN1CC2(CS(C2)(=O)=O)CC1)C